C(=O)O.N[C@H]1CC=CC[C@@H]1C1=C(C2=NC(=CC(=C2S1)NCC(=O)OC)Cl)Br methyl (2-((1S,6S)-6-aminocyclohex-3-en-1-yl)-3-bromo-5-chlorothieno[3,2-b]pyridin-7-yl)glycinate formate